CN(S(=O)(=O)C(F)(F)F)C N,N-dimethyltriflic amide